ClC1=C(C(=CC(=C1)F)F)NC=1N(C2=NC(=NC=C2N1)NC1CC(C1)(F)F)C1CCC(CC1)(C(=O)N)C (1s,4s)-4-(8-(2-chloro-4,6-difluorophenylamino)-2-(3,3-difluorocyclobutylamino)-9H-purin-9-yl)-1-methylcyclohexanecarboxamide